2,2'-(pyridine-2,6-diylbis(2,1-phenylene))bis(4-phenylthiophen-3-ol) N1=C(C=CC=C1C1=C(C=CC=C1)C=1SC=C(C1O)C1=CC=CC=C1)C1=C(C=CC=C1)C=1SC=C(C1O)C1=CC=CC=C1